COC=1C(=CC2=C(OCO2)C1)N 6-methoxybenzo[d][1,3]-dioxol-5-amine